O1C(=CC=C1)C=1OC=2C(=NC=C(C2)OC2=NC=CC=C2OCC(F)(F)F)N1 2-(furan-2-yl)-6-((3-(2,2,2-trifluoroethoxy)pyridin-2-yl)oxy)oxazolo[4,5-b]pyridine